C(#N)C1=CC(=C(C=C1)N1C(=C(CC2=C(N=CC(=C12)C)OCC)C(=O)N)C)OC (4-cyano-2-methoxyphenyl)-5-ethoxy-2,8-dimethyl-1,4-dihydro-1,6-naphthyridine-3-formamide